N-[trans-4-[(6Z)-4-amino-5,5-dimethyl-6-[[(5R)-2-oxooxazolidin-5-yl]methoxyimino]benzo[h]quinazolin-8-yl]oxycyclohexyl]carbamic acid tert-butyl ester C(C)(C)(C)OC(N[C@@H]1CC[C@H](CC1)OC=1C=CC2=C(\C(\C(C=3C(=NC=NC23)N)(C)C)=N/OC[C@H]2CNC(O2)=O)C1)=O